C(=O)OCC=1C=C(C=CC1)N1C[C@H](CC1)C(=O)O (3S)-1-{3-[(formyloxy)methyl]phenyl}pyrrolidine-3-carboxylic acid